OC[C@]12OCC(N(C1)C(=O)OC(C)(C)C)C2 tert-butyl (1R)-1-(hydroxymethyl)-2-oxa-5-azabicyclo[2.2.1]heptane-5-carboxylate